C(CCC)OC(=O)NS(=O)(=O)C=1SC(=CC1C1=CC=C(C=C1)CN1C=NC=C1)CC(C)C N-butyloxycarbonyl-3-(4-imidazol-1-ylmethyl-phenyl)-5-isobutylthiophene-2-sulfonamide